2-[(2S)-2-hydroxy-3-[[4-(3-oxo-4-morpholinyl)phenyl]amino]propyl]-1H-isoindole-1,3(2H)-dione O[C@H](CN1C(C2=CC=CC=C2C1=O)=O)CNC1=CC=C(C=C1)N1C(COCC1)=O